FC1CCS(C1)(=O)=O 4-fluorotetrahydrothiophene-1,1-dioxide